C(C1=CC=CC=C1)[C@@H]1N(C(SC1)=S)C(CC)=O (S)-1-(4-benzyl-2-thioxothiazolidin-3-yl)propan-1-one